trans-N1-(5-(1,8-naphthyridin-3-yl)pyrrolo[2,1-f][1,2,4]triazin-2-yl)-N4,N4-dimethylcyclohexane-1,4-diamine N1=CC(=CC2=CC=CN=C12)C=1C=CN2N=C(N=CC21)N[C@@H]2CC[C@H](CC2)N(C)C